(8-bromo-imidazo[2,1-a]phthalazin-6-yl)-[1-(3-difluoromethyl-2-fluoro-phenyl)-ethyl]-amine BrC=1C=C2C(=NN3C(C2=CC1)=NC=C3)NC(C)C3=C(C(=CC=C3)C(F)F)F